CC=1C=C(CN2CCCC23CCN(CC3)C(=O)OC(C(F)(F)F)C(F)(F)F)C=CC1C(F)(F)F 1,1,1,3,3,3-hexafluoropropan-2-yl 1-(3-methyl-4-(trifluoromethyl) benzyl)-1,8-diazaspiro[4.5]decane-8-carboxylate